N-(4-((2-(1,1-difluoroethyl)pyrimidin-4-yl)amino)-5-(2,2-dimethyl-2,3-dihydro-[1,4]dioxino[2,3-b]pyridin-6-yl)pyridin-2-yl)acetamide trifluoroacetate FC(C(=O)O)(F)F.FC(C)(F)C1=NC=CC(=N1)NC1=CC(=NC=C1C1=CC=C2C(=N1)OCC(O2)(C)C)NC(C)=O